4-((1-((6-Acetylnaphthalen-1-yl)sulfonyl)-5-amino-1H-1,2,4-triazol-3-yl)amino)benzonitrile C(C)(=O)C=1C=C2C=CC=C(C2=CC1)S(=O)(=O)N1N=C(N=C1N)NC1=CC=C(C#N)C=C1